6-(3-Cyclopropoxy-2-methylphenyl)-2-(pyridin-2-yl)phthalazin-1(2H)-one C1(CC1)OC=1C(=C(C=CC1)C=1C=C2C=NN(C(C2=CC1)=O)C1=NC=CC=C1)C